diphenylselenonium triflate [O-]S(=O)(=O)C(F)(F)F.C1(=CC=CC=C1)[SeH+]C1=CC=CC=C1